3-(6-(4,4-difluorocyclohexyl)pyridin-3-yl)urea FC1(CCC(CC1)C1=CC=C(C=N1)NC(N)=O)F